CC1=C(C=CC=C1C)N1CCN(CC1)C(CN1N=C(C2=C1CCC2)C(=O)N2CCN(CC2)C(CNC(OC(C)(C)C)=O)=O)=O tert-butyl (2-(4-(1-(2-(4-(2,3-dimethylphenyl)piperazin-1-yl)-2-oxoethyl)-1,4,5,6-tetrahydrocyclopenta[c]pyrazole-3-carbonyl)piperazin-1-yl)-2-oxoethyl)carbamate